FC(C1=CC=C(C=C1)CCC1=CC=C(C=C1)C(F)(F)F)(F)F (e)-1,2-Bis(4-(trifluoromethyl)phenyl)ethane